CS(=O)(=O)C=1C(=NC=C(C(=O)N)C1)C(F)(F)F 5-(methylsulfonyl)-6-(trifluoromethyl)nicotinamide